1-(trans-4-(5-chloropyridin-3-yl)-1-(2-methoxyethyl)pyrrolidin-3-yl)-3-(3,4-dimethyl-1-phenyl-1H-pyrazole-5-yl)urea ClC=1C=C(C=NC1)[C@H]1[C@@H](CN(C1)CCOC)NC(=O)NC1=C(C(=NN1C1=CC=CC=C1)C)C